4-dodecyl-hexadecane-1,4-diol C(CCCCCCCCCCC)C(CCCO)(CCCCCCCCCCCC)O